Tetra-i-hexyl-pyromellitic acid C(CCC(C)C)OC(C=1C(C(=O)OCCCC(C)C)=CC(=C(C1)C(=O)OCCCC(C)C)C(=O)OCCCC(C)C)=O